1-(6-butyl-3-(4-fluoro-3-methoxy-phenyl)pyrazin-2-yl)piperidine-4-carboxylic acid C(CCC)C1=CN=C(C(=N1)N1CCC(CC1)C(=O)O)C1=CC(=C(C=C1)F)OC